(ethylamino)-4-hydroxypyrazoline C(C)NN1NC=C(C1)O